ClC1=CC=C(CC2=NOC(=N2)CC(C(=O)OCC(=O)O)=C)C=C1 2-((2-((3-(4-chlorobenzyl)-1,2,4-oxadiazol-5-yl)methyl)acryloyl)oxy)acetic acid